BrC1=NN(N=C1)[C@@H](CCO[Si](C1=CC=CC=C1)(C1=CC=CC=C1)C(C)(C)C)C [(3R)-3-(4-bromotriazol-2-yl)butoxy]-tert-butyl-diphenyl-silane